1-(2-fluoroethyl)-5-(4-fluoro-2-methylphenyl)-N-[4-[(7-methoxy-1,5-naphthyridin-4-yl)oxy]phenyl]-6-methyl-4-oxopyridine-3-carboxamide FCCN1C=C(C(C(=C1C)C1=C(C=C(C=C1)F)C)=O)C(=O)NC1=CC=C(C=C1)OC1=CC=NC2=CC(=CN=C12)OC